C(C)OC(CC1=CC=CC2=CC=C(C=C12)OCCCCC)=O α-(7-Pentoxy-1-naphthalenyl)-acetic acid ethyl ester